N,N-diisobutylethylenediamine C(C(C)C)N(CCN)CC(C)C